4-(4-((1R,5S)-3,8-diazabicyclo[3.2.1]octan-8-yl)-6,8-difluoro-2-(((2R,7aS)-2-fluorotetrahydro-1H-pyrrolizin-7a(5H)-yl)methoxy)quinazolin-7-yl)-5,6-difluoronaphthalen-2-ol [C@H]12CNC[C@H](CC1)N2C2=NC(=NC1=C(C(=C(C=C21)F)C2=CC(=CC1=CC=C(C(=C21)F)F)O)F)OC[C@]21CCCN1C[C@@H](C2)F